ClC1=CC=C(C=C1)[C@H](C(F)(F)F)NS(=O)(=O)C1=CC=2N(C=C1)N=NC2 (R)-N-(1-(4-chlorophenyl)-2,2,2-trifluoroethyl)-[1,2,3]triazolo[1,5-a]pyridine-5-sulfonamide